FCCCNCCOC1=C(C(=C(C=C1)C)[C@H]1N([C@@H](CC2=C1NC1=CC=CC=C21)C)CC(F)(F)F)F 3-fluoro-N-(2-(2-fluoro-4-methyl-3-((1R,3R)-3-methyl-2-(2,2,2-trifluoroethyl)-2,3,4,9-tetrahydro-1H-pyrido[3,4-b]indol-1-yl)phenoxy)ethyl)propan-1-amine